FC1=CC2=C(C=C(O2)C(=O)N)C(=C1)N1CCN(CC1)CCC1=CC=C2C=CC(NC2=C1)=O 6-fluoro-4-(4-(2-(2-oxo-1,2-dihydro-quinolin-7-yl)ethyl)piperazin-1-yl)benzofuran-2-carboxamide